N-[2-[1-(2-cyanoethyl)piperidin-4-yl]ethyl]-4-[[3-[4-(difluoromethoxy)phenyl]imidazo[1,2-a]pyrazin-8-yl]amino]-N,2-dimethylbenzamide C(#N)CCN1CCC(CC1)CCN(C(C1=C(C=C(C=C1)NC=1C=2N(C=CN1)C(=CN2)C2=CC=C(C=C2)OC(F)F)C)=O)C